[Ba].C1=C(C=CC2=CC=CC=C12)O 2-naphthol barium salt